bis[4-(3-aminophenoxy)phenyl]sulfanilamide NC=1C=C(OC2=CC=C(C=C2)N(C2=CC=C(S(=O)(=O)N)C=C2)C2=CC=C(C=C2)OC2=CC(=CC=C2)N)C=CC1